CC(CC(C)(C)C)(SSC=1SC(=NN1)SSC(CC(C)(C)C)(C)C)C 2,5-bis(1,1,3,3-tetramethylbutyldithio)-1,3,4-thiadiazole